3-(5-Amidinobenzimidazol-2-yl)-5-(4-amidinophenyl)indole acetate salt C(C)(=O)O.C(N)(=N)C1=CC2=C(N=C(N2)C2=CNC3=CC=C(C=C23)C2=CC=C(C=C2)C(N)=N)C=C1